acryloylhydroxyethyl-methyldiethoxysilane C(C=C)(=O)C(C)O[Si](OCC)(C)CCO